CC1=NC=NC=C1NS(=O)(=O)C N-(4-methylpyrimidin-5-yl)methanesulfonamide